2-((1-benzyl-5,5-dimethylpiperidin-3-yl)amino)-5-(trifluoromethylpyrimidin-4-yl)-7-(dimethylphosphoryl)-1H-indole-6-carbonitrile C(C1=CC=CC=C1)N1CC(CC(C1)(C)C)NC=1NC2=C(C(=C(C=C2C1)C1=NC(=NC=C1)C(F)(F)F)C#N)P(=O)(C)C